FC(C(=O)O)(F)F.NC1CCN(CC1)C1=NC(=C2N=CN(C2=N1)C(C)C)NCC1=C(C=CC=C1)NCC1=COC=C1 2-(4-aminopiperidin-1-yl)-N-(2-((furan-3-ylmethyl)amino)benzyl)-9-isopropyl-9H-purin-6-amine trifluoroacetic acid salt